N-chloro-2,2,6,6-tetramethyl-4-piperidinol laurate C(CCCCCCCCCCC)(=O)OC1CC(N(C(C1)(C)C)Cl)(C)C